tert-butyl (2R)-2-({[4-(aminomethyl)pyridin-3-yl]oxy}methyl)morpholine-4-carboxylate NCC1=C(C=NC=C1)OC[C@H]1CN(CCO1)C(=O)OC(C)(C)C